N1C(CCCCC1)C=1C=C2CN(C(C2=CC1)=O)C1C(NC(CC1)=O)=O 3-(5-(Azepan-2-yl)-1-oxoisoindolin-2-yl)piperidine-2,6-dione